1-methyl-4-phenyl-1,2,3,6-tetrahydro-pyridine hydrochloride Cl.CN1CCC(=CC1)C1=CC=CC=C1